CC1=NC(=CC(=N1)NC1=CC2=C(C(=N1)N)C(=NN2C2=CC(=CC=C2)OC)OCOCC[Si](C)(C)C)C N6-(2,6-dimethylpyrimidin-4-yl)-1-(3-methoxyphenyl)-3-((2-(trimethylsilyl)ethoxy)methoxy)-1H-pyrazolo[4,3-c]pyridine-4,6-diamine